N1N=CC(=C1)C1=C2OCCCC3=C(NC(C(S1)=C23)=O)CN2N=CC=C2 2-(1H-pyrazol-4-yl)-7-(pyrazol-1-ylmethyl)-12-oxa-3-thia-6-azatricyclo[6.4.1.04,13]trideca-1,4(13),7-trien-5-one